Cl.NCC(COC1=CC=C(C(=O)OCC2=CC=CC=C2)C=C1)C Benzyl 4-(3-amino-2-methylpropoxy)benzoate, Hydrochloride